COC=1C=C2C(=NC(=NC2=CC1OC)C)N[C@H](C)C=1C=C(C=CC1)C=1C=C2CC(NC2=CC1)=O 5-(3-{(1R)-1-[(6,7-dimethoxy-2-methylquinazolin-4-yl)amino]ethyl}phenyl)-1,3-dihydro-2H-indol-2-one